CC1=CC=C(C(SC2=CC=CC=C2)=O)C=C1 S-Phenyl 4-methylbenzothioate